C12N(CC(NC1)CC2)C=2C=C1C(N(C(C1=CC2)=O)N2C(NC(CC2)=O)=O)=O 5-(2,5-diazabicyclo[2.2.2]oct-2-yl)-2-(2,4-dioxotetrahydropyrimidin-1(2H)-yl)isoindoline-1,3-dione